FC=1C=CC(=C(C(=O)O)C1)N1C2=C(C=3CC4(CCC13)CN(C4)[C@@H](C(C)C)CCCN(C)CCOC)C=CN=C2 (R)-5-Fluoro-2-(1-(6-((2-methoxyethyl)(methyl)amino)-2-methylhexan-3-yl)-7',8'-dihydrospiro[azetidine-3,6'-pyrido[3,4-b]indol]-9'(5'H)-yl)benzoic acid